2,2-difluoro-2-(3-hydroxyquinuclidin-3-yl)acetic acid FC(C(=O)O)(C1(CN2CCC1CC2)O)F